[C@H](C)(CC)[C@@H]1N(CC2=C(NC1=O)C=CC=C2)C(=O)N2C[C@H](CC2)CO (S)-3-((S)-sec-butyl)-4-((S)-3-(hydroxymethyl)pyrrolidine-1-carbonyl)-1,3,4,5-tetrahydro-2H-benzo[e][1,4]diazepin-2-one